D-6-mercapto-1-hexanol SCCCCCCO